2-bromo-N-(3,5-dimethoxyphenyl)acetamide BrCC(=O)NC1=CC(=CC(=C1)OC)OC